OC(=O)O.[C] carbon hydroxycarboxylic acid